ClCC(C(C)Cl)Cl 1,2,3-trichlorobutane